5-(N-(2-((tert-butoxycarbonyl)(furan-2-ylmethyl)amino)methyl (ethyl)-4-chlorophenyl)-N-ethylsulfamoyl)-3-methylbenzofuran-2-carboxylate C(C)(C)(C)OC(=O)N(C1=C(C=C(C(=C1CC)Cl)C)N(S(=O)(=O)C=1C=CC2=C(C(=C(O2)C(=O)[O-])C)C1)CC)CC=1OC=CC1